C(C)OC(=O)C1=CC(=NO1)CC=1C(=NC(=CC1)N1CC2CC2C1)Cl 3-[(6-{3-azabicyclo[3.1.0]hex-3-yl}-2-chloropyridin-3-yl)methyl]-1,2-oxazole-5-carboxylic acid ethyl ester